C(C=C)N1N(N(CC1=O)CC=C)CC=C triallyltriazolone